9,9'-(2-bromo-1,3-phenylene)bis(9H-carbazole) BrC1=C(C=CC=C1N1C2=CC=CC=C2C=2C=CC=CC12)N1C2=CC=CC=C2C=2C=CC=CC12